[Ni].ClC1=C(C(=NC=C1)C1=NC=CC=C1)Cl Dichloro(2,2'-bipyridyl) nickel